CC(C(=O)C1=CC=C(C=C1)SC)(C)N1CCOCC1 2-methyl[4-(methylthio)phenyl]-2-morpholino-1-propanone